C(CCCCCCCCCCC)(=O)[O-].C(CCC)[Sn+3].C(CCCCCCCCCCC)(=O)[O-].C(CCCCCCCCCCC)(=O)[O-] butyltin laurate